lysine phenylpropionate C1(=CC=CC=C1)C(C(=O)O)C.N[C@@H](CCCCN)C(=O)O